3,4-di([1,1'-biphenyl]-4-yl)-2,5-bis(4'-(4-aminophenyl)-[1,1'-biphenyl]-4-yl)cyclopenta-2,4-dienone C1(=CC=C(C=C1)C1=C(C(C(=C1C1=CC=C(C=C1)C1=CC=CC=C1)C1=CC=C(C=C1)C1=CC=C(C=C1)C1=CC=C(C=C1)N)=O)C1=CC=C(C=C1)C1=CC=C(C=C1)C1=CC=C(C=C1)N)C1=CC=CC=C1